ClC1=C(C=CC(=C1)Cl)C(CC(=O)OCC)=O ethyl 3-(2,4-dichlorophenyl)-3-oxopropanoate